COC(C1=CC=C(C=C1)NC(C(CC1=CC=C(C=C1)Br)N1C(C=C(C(=C1)OC)C1=C(C=CC(=C1)Cl)C(C)=O)=O)=O)=O 4-(2-(4-(2-acetyl-5-chlorophenyl)-5-methoxy-2-oxopyridin-1(2H)-yl)-3-(4-bromophenyl)propionylamino)benzoic acid methyl ester